pyrrolidine-3-Acetamide N1CC(CC1)CC(=O)N